N-(4-bromophenyl)-3-(4H-1,2,4-triazol-4-yl)benzamide BrC1=CC=C(C=C1)NC(C1=CC(=CC=C1)N1C=NN=C1)=O